(R)-2-chloro-1-(2-chlorophenyl)ethan-1-ol ClC[C@H](O)C1=C(C=CC=C1)Cl